C(C1=CC=CC=C1)OC=1C(=CC2=CC(=CC=C2C1)Br)C(=O)O 3-(Benzyloxy)-7-bromo-2-naphthoic acid